(1R,3S)-3-(3-(3-(3-(benzyloxy)-2-(1,3-dioxolan-2-yl)phenoxy)cyclobutane-1-carboxamido)-1H-pyrazol-5-yl)cyclopentyl isopropylcarbamate C(C)(C)NC(O[C@H]1C[C@H](CC1)C1=CC(=NN1)NC(=O)C1CC(C1)OC1=C(C(=CC=C1)OCC1=CC=CC=C1)C1OCCO1)=O